4-(methylamino)-5-(5-(pyrrolidin-3-yl)-1,3,4-thiadiazol-2-yl)pyridine CNC1=CC=NC=C1C=1SC(=NN1)C1CNCC1